hexylaminophosphoramidite C(CCCCC)NNP([O-])[O-]